dipyrazolo[3,4-f:3',4'-j][1,4]benzoxazepan N=1N=CC23C4(CNCCO2)C(C=CC31)=CN=N4